acrylamido-N-(4-(4-morpholinyl-7H-pyrrolo[2,3-d]pyrimidin-6-yl)phenyl)-3-azaspiro[5.5]undecane-3-carboxamide C(C=C)(=O)NC1CN(CCC12CCCCC2)C(=O)NC2=CC=C(C=C2)C2=CC1=C(N=CN=C1N1CCOCC1)N2